[O+2].[Li+].[O-2].[Ce+3].[O-2].[O-2] cerium oxide lithium oxygen